n-(2-aminoethyl)-4-morpholinecarboxamide oxalate C1COCCN1C(=O)NCCN.C(=O)(C(=O)O)O